ClC=1C(=CC(=C(C(=O)NS(=O)(=O)C)C1)F)N1C=C(C=2C1=NC=CC2)C2=C(C=CC=C2)F 5-chloro-2-fluoro-4-(3-(2-fluorophenyl)-1H-pyrrolo[2,3-b]pyridin-1-yl)-N-(methylsulfonyl)benzamide